[Cl-].C[Si](OCC1=C(C=CC=C1)P(C1=CC=CC=C1)C1=CC=CC=C1)(C)C (trimethylsiloxymethyl)triphenylphosphine chloride